2-chloro-4-[[2-(trifluoromethyl)-5-fluorobenzyl]amino]pyrimidin-5-carboxamide ClC1=NC=C(C(=N1)NCC1=C(C=CC(=C1)F)C(F)(F)F)C(=O)N